[Cl-].C(CCCCCCCCCCCCCCC)[NH2+]CC(O)(O)O hexadecyl-tri-hydroxyethyl-ammonium chloride